3-{4-[(5-chloropyrimidin-2-yl)oxy]-3-fluorophenyl}-1-(4-methoxycyclohexanecarbonyl)urea ClC=1C=NC(=NC1)OC1=C(C=C(C=C1)NC(NC(=O)C1CCC(CC1)OC)=O)F